ClC1=C(C=CC=C1)CC(CC#C[Si](C(C)C)(C(C)C)C(C)C)ON=C1CCCCC1 cyclohexanone O-(1-(2-chlorophenyl)-5-(triisopropylsilyl)-4-pentyn-2-yl) oxime